3-(3-(3-((5-(Benzylcarbamoyl)-2-((2-chlorophenyl)amino)pyrimidin-4-yl)amino)propyl)thioureido)propanoic acid C(C1=CC=CC=C1)NC(=O)C=1C(=NC(=NC1)NC1=C(C=CC=C1)Cl)NCCCNC(NCCC(=O)O)=S